8-Bromo-1-naphthylamine BrC=1C=CC=C2C=CC=C(C12)N